2,2-dimethoxy-N-methylethylamine COC(CNC)OC